NCCCC=1C=CC(=NC1)C1CC[C@H]2CC(N(C=3N=C(C=CC3C(NS(C=3C=CC=C(N1)N3)(=O)=O)=O)C(C)(C)C)C2)(C)C (14S)-17-[5-(3-aminopropyl)pyridin-2-yl]-8-tert-butyl-12,12-dimethyl-2λ6-thia-3,9,11,18,23-pentaazatetracyclo[17.3.1.111,14.05,10]tetracosa-1(23),5(10),6,8,19,21-hexaene-2,2,4-trione